2-[amino(6-aminopyridin-3-yl)methyl]-3,4-dichlorophenol NC(C1=C(C=CC(=C1Cl)Cl)O)C=1C=NC(=CC1)N